4-(4-ethynyl-piperidin-1-yl)butanoic acid C(#C)C1CCN(CC1)CCCC(=O)O